(3S,4S)-tert-butyl 3-hydroxy-4-((tosyloxy)methyl)pyrrolidine-1-carboxylate O[C@@H]1CN(C[C@H]1COS(=O)(=O)C1=CC=C(C)C=C1)C(=O)OC(C)(C)C